FC(F)(F)S[Ag] trifluoromethyl-sulfanyl-silver